methyl-2-aminoisobutyrate COC(C(C)(C)N)=O